C(CCCCCCC)OC1=CC=C(C=C1)C1CC=2C=CC3=CC=CC=C3C2C=C1 2-(4-n-octoxyphenyl)-1H-phenanthrene